7-(6-isopropylpyridin-2-yl)benzo[d]Thiazole-2-amine C(C)(C)C1=CC=CC(=N1)C1=CC=CC=2N=C(SC21)N